Cl.N=C1SCCC1 2-iminothiolane hydrochloride salt